C(Cl)(C1CO1)([2H])[2H] Epichlorohydrin-d2